2-(cyclopentylamino)-4-(2-((5-fluoropyridin-2-yl)amino)-2-oxoethyl)-7-oxo-4,7-dihydropyrazolo[1,5-a]pyrimidine-5-carboxylic acid C1(CCCC1)NC1=NN2C(N(C(=CC2=O)C(=O)O)CC(=O)NC2=NC=C(C=C2)F)=C1